2-[3-ethylsulfonyl-7-(trifluoromethyl)imidazo[1,2-a]pyridin-2-yl]-3-methyl-6-(trifluoromethylsulfinyl)imidazo[4,5-b]pyridine C(C)S(=O)(=O)C1=C(N=C2N1C=CC(=C2)C(F)(F)F)C2=NC=1C(=NC=C(C1)S(=O)C(F)(F)F)N2C